N-(5-chloroindan-1-yl)-4-methoxybenzamide ClC=1C=C2CCC(C2=CC1)NC(C1=CC=C(C=C1)OC)=O